C(C)(C)(C)C=1OC2=C(N1)C1=C(C3=C(O1)C(=CC=C3)Cl)C=C2 2-(tert-butyl)-9-chlorobenzo[2,3]benzofuro[7,6-d]oxazole